5-[[[1-[2-hydroxy-4-(trifluoromethyl)phenyl]pyrido[3,4-d]pyridazin-4-yl]amino]methyl]-1-methyl-pyrrolidin-2-one OC1=C(C=CC(=C1)C(F)(F)F)C1=C2C(=C(N=N1)NCC1CCC(N1C)=O)C=NC=C2